3-(3-fluoro-2-methoxyanilino)-2-{3-[(2R)-2-methoxypropoxy]pyridin-4-yl}-1,5,6,7-tetrahydro-4H-pyrrolo[3,2-c]pyridin-4-one FC=1C(=C(NC2=C(NC3=C2C(NCC3)=O)C3=C(C=NC=C3)OC[C@@H](C)OC)C=CC1)OC